C1(CC1)N(C(OC(C)(C)C)=O)C1CCN(CC1)C=1C=2N(C=CC1)N=C(C2)OC tert-butyl N-cyclopropyl-N-[1-(2-methoxypyrazolo[1,5-a]pyridin-4-yl)-4-piperidyl]carbamate